BrC(C(=O)O)C1=C(C=C(C=C1)F)F bromo-2,4-difluorophenylacetic acid